2-[({2-amino-3-[(2-imino-2,3-dihydro-1,3-oxazol-3-yl)methyl]phenyl}carbamothioyl)amino]-2-(3-chloro-4-fluorophenyl)propyl 2,2-dimethylpropanoate CC(C(=O)OCC(C)(C1=CC(=C(C=C1)F)Cl)NC(NC1=C(C(=CC=C1)CN1C(OC=C1)=N)N)=S)(C)C